ClC=1N=C(C2=C(N1)CN(CC2)C(=O)OC(C)(C)C)Cl tert-Butyl 2,4-dichloro-5,6-dihydropyrido[3,4-d]pyrimidine-7(8H)-carboxylate